6-chloro-7-methyl-3H-imidazo[4,5-b]pyridine ClC=1C(=C2C(=NC1)NC=N2)C